tert-butyl 2-(3-(benzyloxycarbonylamino)propylamino)acetate C(C1=CC=CC=C1)OC(=O)NCCCNCC(=O)OC(C)(C)C